CO[C@H]1CN(CC1)C1=CC=C(C=N1)C=1SC2=C(C=NC(=C2)N2CCC(CC2)NC2COC2)N1 (R)-1-(2-(6-(3-methoxypyrrolidin-1-yl)pyridin-3-yl)thiazolo[4,5-c]pyridin-6-yl)-N-(oxetan-3-yl)piperidin-4-amine